5-nonyldihydrofuran C(CCCCCCCC)C1=CCCO1